2-(2-iodophenyl)-2-methylpropanoic acid methyl ester COC(C(C)(C)C1=C(C=CC=C1)I)=O